2-(5-bromopentanyl)-4,4-dimethyl-oxazoline BrCCCCCC=1OCC(N1)(C)C